2-[3-[[tert-butyl(diphenyl)silyl]oxymethyl]oxetan-3-yl]-2-oxo-acetaldehyde [Si](C1=CC=CC=C1)(C1=CC=CC=C1)(C(C)(C)C)OCC1(COC1)C(C=O)=O